(1s,4s)-4-(8-(4-cyano-2,3-difluorophenylamino)-2-(tetrahydro-2H-pyran-4-ylamino)-9H-purin-9-yl)cyclohexanecarboxamide C(#N)C1=C(C(=C(C=C1)NC=1N(C2=NC(=NC=C2N1)NC1CCOCC1)C1CCC(CC1)C(=O)N)F)F